C(#N)C1=NC2=CC(=CC(=C2N=C1N1CCC(CC1)(F)F)C(C)NC1=C(C(=O)O)C=CC=C1)C#N 2-((1-(2,7-dicyano-3-(4,4-difluoropiperidin-1-yl)quinoxalin-5-yl)ethyl)amino)benzoic acid